2,2'-(oxybis(3,1-phenylene))bis(1-(o-tolyl)-1H-imidazole) O(C=1C=C(C=CC1)C=1N(C=CN1)C1=C(C=CC=C1)C)C=1C=C(C=CC1)C=1N(C=CN1)C1=C(C=CC=C1)C